NC(C(=O)N)CN1C(NCC1)=O 2-amino-3-(2-oxoimidazolidin-1-yl)propanamide